C(C)(=O)C1=NN(C2=C(C=CC=C12)S(=N)C)CC(=O)N1[C@@H]2C[C@@]2(C[C@H]1C(=O)NC1=NC(=CC=C1C)Br)C (1R,3S,5R)-2-(2-(3-acetyl-7-(S-methylsulfinimidoyl)-1H-indazol-1-yl)acetyl)-N-(6-bromo-3-methylpyridin-2-yl)-5-methyl-2-azabicyclo[3.1.0]hexane-3-carboxamide